tert-butyl (tert-butoxycarbonyl)(9-((2R,3R,4S,5R)-3-azido-4-hydroxy-5-(hydroxymethyl)tetrahydrofuran-2-yl)-2-chloro-9H-purin-6-yl)carbamate C(C)(C)(C)OC(=O)N(C(OC(C)(C)C)=O)C1=C2N=CN(C2=NC(=N1)Cl)[C@@H]1O[C@@H]([C@H]([C@H]1N=[N+]=[N-])O)CO